5'-fluoro-5-(1,1,3,3-tetramethylbutyl)-[1,1'-biphenyl] FC=1C=CC=C(C1)C1=CC=CC(=C1)C(CC(C)(C)C)(C)C